C1=C2C3=C(C=NC2=CC=C1)S(C=1C=CC=CC1C3=O)(=O)=O 12H-thiochromeno[2,3-c]Quinolin-12-one 7,7-dioxide